[N+](=O)([O-])C=1C=NC=CC1NC=1C=C(C=CC1)NC(OC(C)(C)C)=O tert-butyl (3-((3-nitropyridin-4-yl)amino)phenyl)carbamate